CNC1=CC(=CC(=C1)[N+](=O)[O-])C1=NN(C=N1)C N-methyl-3-(1-methyl-1H-1,2,4-triazol-3-yl)-5-nitroaniline